N-(4-(4-Bromophenyl)thiazol-2-yl)-4-fluoro-2-(2,2,2-trifluoroacetamido)benzamide BrC1=CC=C(C=C1)C=1N=C(SC1)NC(C1=C(C=C(C=C1)F)NC(C(F)(F)F)=O)=O